CC1=NC2=CC=CC(=C2C(N1)=O)NCC1=NC=C(C=C1)CN1CCOCC1 2-methyl-5-(((5-(morpholinomethyl)pyridin-2-yl)methyl)amino)-4-oxoquinazolin